2-(6-Chloro-7-methylimidazo[1,2-a]pyridin-8-yl)-5-propylbenzene-1,3-diol ClC=1C(=C(C=2N(C1)C=CN2)C2=C(C=C(C=C2O)CCC)O)C